C(C)S(=O)(=O)N[C@@H]1[C@@H](N(CC1(F)F)C(=O)OC(C)(C)C)CC1=C(C(=CC=C1)O)F tert-Butyl (2S,3R)-3-[(ethanesulfonyl)amino]-4,4-difluoro-2-[(2-fluoro-3-hydroxyphenyl)methyl]pyrrolidine-1-carboxylate